2-(benzyloxy)-5-bromo-4-fluorobenzaldehyde C(C1=CC=CC=C1)OC1=C(C=O)C=C(C(=C1)F)Br